C[C@@]12CCC=3N=C(SC3C2=CC[C@H]2[C@H]3[C@](CC[C@H]12)(/C(/CC3)=N/O)C)NN3CCNCC3 (5aR,5bS,7aS,10aS,10bR,E)-5a,7a-dimethyl-2-(piperazin-1-ylamino)-4,5,5a,5b,6,7,7a,9,10,10a,10b,11-dodecahydro-8H-cyclopenta[7,8]phenanthro[2,1-d]thiazol-8-one oxime